(4-fluoro-1H-indol-2-yl)(3-(pyrrolidine-1-carbonyl)piperidin-1-yl)methanone FC1=C2C=C(NC2=CC=C1)C(=O)N1CC(CCC1)C(=O)N1CCCC1